4-bromo-N-(4-bromophenyl)-N-(4-methoxyphenyl)aniline BrC1=CC=C(N(C2=CC=C(C=C2)OC)C2=CC=C(C=C2)Br)C=C1